(Bicyclo[1.1.1]pentan-1-yl)-3,4-difluoro-5-(6-(((3aR,5s,6aS)-2-((tetrahydro-2H-pyran-4-yl)methyl)octahydrocyclopenta[c]pyrrol-5-yl)amino)pyridazin-3-yl)benzamide C12(CC(C1)C2)C2=C(C(=O)N)C=C(C(=C2F)F)C=2N=NC(=CC2)NC2C[C@@H]1[C@@H](CN(C1)CC1CCOCC1)C2